N-(N'-((3-(4-chlorophenyl)-4-(thiophen-2-yl)-5,6-dihydropyridazin-1(4H)-yl)(((4-(trifluoromethyl)phenyl)sulfonyl)imino)methyl)carbamoyl)acetamide ClC1=CC=C(C=C1)C1=NN(CCC1C=1SC=CC1)C(NC(=O)NC(C)=O)=NS(=O)(=O)C1=CC=C(C=C1)C(F)(F)F